O=C1NC(CCC1N1C(C2=CC=C(C=C2C1)C=C1CN(C1)C(=O)OC(C)(C)C)=O)=O tert-Butyl 3-((2-(2,6-dioxopiperidin-3-yl)-1-oxoisoindolin-5-yl)methylene)azetidine-1-Formate